2-amino-3-Hydroxy-3-methylbutyric acid NC(C(=O)O)C(C)(C)O